ClC=1C(=C(C=NNC(=O)C2C(NCC2C2=CC=CC=C2)=O)C=C(C1)Cl)O N'-(3,5-dichloro-2-hydroxybenzylidene)-2-oxo-4-phenyl-3-pyrrolidinecarbohydrazide